(P)-3-chloro-4-((5-fluoropyridin-2-yl)methoxy)-6''-(2-hydroxypropan-2-yl)-5',6-dimethyl-2H-[1,4':2',2''-terpyridin]-2-one ClC=1C(N(C(=CC1OCC1=NC=C(C=C1)F)C)C1=CC(=NC=C1C)C1=NC(=CC=C1)C(C)(C)O)=O